C(=O)(O)C=1C2=C(C3=C(C(=C(N3C(=O)O)C=C3C=CC(C=C4C=CC(=CC(C1)=N2)N4)=N3)C3=CC=CC=C3)C(=O)O)C(=O)O.[Mg] magnesium tetracarboxylphenylporphyrin